C1=CC=CC=2C3=CC=CC=C3C(C12)COC(=O)N[C@@H](CC1=CC(=NC=C1C)OC)C(=O)O N-{[(9H-fluoren-9-yl)methoxy]carbonyl}-3-(2-methoxy-5-methylpyridin-4-yl)-L-alanine